C(C1=CC=CC=C1)OC1=CC=C2C(C(OCC2=C1)C(C)C)C1=CC=C(C=C1)N1CCC(CC1)C(OC)OC 1-(4-(7-(benzyloxy)-3-isopropylisochroman-4-yl)phenyl)-4-(dimethoxymethyl)piperidine